N,N-dimethylmorpholin-4-ylmethaniminium C[N+](=CN1CCOCC1)C